C1(=CC=C(C=C1)CCCCC1=CC=C(C=2NC=NC21)C(=O)N)C 4-((p-tolyl)butyl)-1H-benzo[d]imidazole-7-carboxamide